((5-cyclopropyl-2,3-dihydro-1H-inden-4-yl)carbamoyl)-6,7-dihydro-5H-pyrazolo[5,1-b][1,3]oxazine C1(CC1)C=1C(=C2CCCC2=CC1)NC(=O)C1=NN2C(OCCC2)=C1